N,2,6-trimethyl-N-(4-nitrophenyl)benzamide CN(C(C1=C(C=CC=C1C)C)=O)C1=CC=C(C=C1)[N+](=O)[O-]